4-(methylsulfonyl)benzene-1,2-diamine CS(=O)(=O)C=1C=C(C(=CC1)N)N